C(C)(=O)C1=CC=C(C=C1)C=1C(=NC(=NC1)NC1=CC=C(C=C1)N1CCN(CC1)C)NC1=C(C=CC=C1)NC(C=C)=O N-(2-((5-(4-acetylphenyl)-2-((4-(4-methylpiperazin-1-yl)phenyl)amino)pyrimidin-4-yl)amino)phenyl)acrylamide